methyl 3-chloro-4-carbonylbutyrate ClC(CC(=O)OC)C=C=O